tert-butyl 6-(3-hydroxyprop-1-yn-1-yl)nicotinate OCC#CC1=NC=C(C(=O)OC(C)(C)C)C=C1